Racemic-1-(1-(7,8-difluoro-1-oxo-1,2-dihydroisoquinolin-4-yl)ethyl)-1-methyl-3-(pyridin-4-yl)urea FC1=CC=C2C(=CNC(C2=C1F)=O)[C@@H](C)N(C(=O)NC1=CC=NC=C1)C |r|